tert-butyl N-[[2-[3-[5,8-dioxaspiro[3.4]octan-2-yl-(4-methyl-1,2,4-triazol-3-yl)methyl]phenyl]-3-oxo-7-(trifluoromethyl)isoindolin-5-yl]methyl]-N-(1-methylcyclobutyl)carbamate C1C(CC12OCCO2)C(C=2C=C(C=CC2)N2CC1=C(C=C(C=C1C2=O)CN(C(OC(C)(C)C)=O)C2(CCC2)C)C(F)(F)F)C2=NN=CN2C